3-((3-iodobenzyl)oxy)-2-phenylpiperidine IC=1C=C(COC2C(NCCC2)C2=CC=CC=C2)C=CC1